N=C1N=CC=CC=C1.[Ca] calcium (azamethylene)azepine